BrC1=C(C=C(C=C1)N(C(C)=O)CC1=CC(=CC=C1)Cl)OC N-(4-bromo-3-methoxy-phenyl)-N-[(3-chlorophenyl)methyl]acetamide